[Na+].CCS(=O)(=O)[O-].CCS(=O)(=O)O bis[2-ethanesulfonic Acid] Monosodium Salt